C1N(CCC2=CC=CC=C12)C[C@H](CN1CC(OC2=C(C1=O)C=CC(=C2)C(=O)N2C1COC(C2)C1)(C)C)O 4-[(2R)-3-(3,4-dihydro-1H-isoquinolin-2-yl)-2-hydroxy-propyl]-2,2-dimethyl-8-(2-oxa-5-azabicyclo[2.2.1]heptan-5-carbonyl)-3H-1,4-benzoxazepine-5-one